COC=1N=C2C(=C3C(=NC2=CC1COCCN1CCCC1)CCC3)NCCC 2-methoxy-N-propyl-3-{[2-(pyrrolidin-1-yl)ethoxy]methyl}-6H,7H,8H-cyclopenta[b]1,5-naphthyridin-9-amine